2-ethylhexyl-2-cyano-3,3-diphenyl-acrylate C(C)C(COC(C(=C(C1=CC=CC=C1)C1=CC=CC=C1)C#N)=O)CCCC